4,8-diamino-1,5-dihydroxy-9,10-dioxoanthracene-2-sulfonate sodium [Na+].NC1=CC(=C(C=2C(C3=C(C=CC(=C3C(C12)=O)O)N)=O)O)S(=O)(=O)[O-]